2-(morpholinothio)-benzothiazole O1CCN(CC1)SC=1SC2=C(N1)C=CC=C2